OCC(CCCCCCCCC\C=C/CCCCCCCC(=O)[O-])CCCCCCCC\C=C/CCCCCCCC(=O)[O-] 3-hydroxypropane-1,2-diyldioleate